CCCCCCCCCCCCCCCCCCCCCCCCCCCCCCCCCCCCCCCCCCCCC pentatetracontane